ethyl 5-[[[[(4,6-dimethoxy-2-pyrimidinyl)amino]carbonyl]amino]sulfonyl]-1-methyl-1H-pyrazole-4-carboxylate COC1=NC(=NC(=C1)OC)NC(=O)NS(=O)(=O)C1=C(C=NN1C)C(=O)OCC